N-benzyl-2-(5-(2-methylpyridin-4-yl)pyridin-2-yl)acetamide C(C1=CC=CC=C1)NC(CC1=NC=C(C=C1)C1=CC(=NC=C1)C)=O